[Br].NC(C)C1=NC=CN1C=C 1-aminoethyl-3-vinylimidazole bromine salt